C(C(O)CO)CC(=O)OCCOCCOCCO Triethylene Glycol Glyceryl-acetate